(7S)-7-Methyl-2-[2-(2-oxo-1,2-dihydropyridin-1-yl)ethyl]-3-({[(pyrimidin-4-yl)methyl]carbamoyl}methyl)-3H,6H,7H,8H,9H-imidazo[4,5-f]chinolin C[C@@H]1NC2=CC=C3C(=C2CC1)N=C(N3CC(NCC3=NC=NC=C3)=O)CCN3C(C=CC=C3)=O